3-[4-ethanesulfonamido-3-(1,2,3,4-tetrahydronaphthalen-1-yloxy)phenyl]-5-[(pyrazin-2-yl)amino]-1H-pyrazole C(C)S(=O)(=O)NC1=C(C=C(C=C1)C1=NNC(=C1)NC1=NC=CN=C1)OC1CCCC2=CC=CC=C12